(R)-2-(1-(cyclopropylmethyl)-1H-indol-2-yl)-6-(2-hydroxypropyl)-1-methyl-1,6,7,8-tetrahydro-5H-imidazo[4,5-g]isoquinolin-5-one C1(CC1)CN1C(=CC2=CC=CC=C12)C1=NC=2C(=CC=3CCN(C(C3C2)=O)C[C@@H](C)O)N1C